F[P-](F)(F)(F)(F)F.CN(C)C(=[N+]1N=[N+](C2=NC=CC=C21)[O-])N(C)C 1-[bis(dimethylamino)methylene]-1H-1,2,3-triazolo[4,5-b]pyridinium 3-oxid hexafluoro-phosphate